FC1=C(OC=2C=CC=C3CC(C(N(C23)C)=O)NC(=O)N)C=CC=C1 (8-(2-Fluorophenoxy)-1-methyl-2-oxo-1,2,3,4-tetrahydroquinolin-3-yl)urea